trimethyl-(hydroxyethyl)ammonium hydroxide [OH-].C[N+](CCO)(C)C